6-chloro-1-(2,6-diethylphenyl)-7-((3R)-3-(2-methyl-2-propenoyl)-1-pyrrolidinyl)-4-(2-methyl-4-(2-propenoyl)-1-piperazinyl)pyrido[2,3-d]pyrimidin-2(1H)-one ClC1=CC2=C(N(C(N=C2N2C(CN(CC2)C(C=C)=O)C)=O)C2=C(C=CC=C2CC)CC)N=C1N1C[C@@H](CC1)C(C(=C)C)=O